3-(5-bromopyridin-2-yl)-2-oxopropanoic acid BrC=1C=CC(=NC1)CC(C(=O)O)=O